4-amino-1-(1,1-difluoroethyl)cyclohexan-1-ol NC1CCC(CC1)(O)C(C)(F)F